ethyltributylphosphonium 3,5-dicarboxybenzenesulfonate C(=O)(O)C=1C=C(C=C(C1)C(=O)O)S(=O)(=O)[O-].C(C)[P+](CCCC)(CCCC)CCCC